ClC1=NC(=NC(=N1)N1N=C(C=C1)C)NC1CCC(CC1)(F)F 4-chloro-N-(4,4-difluorocyclohexyl)-6-(3-methyl-1H-pyrazol-1-yl)-1,3,5-triazin-2-amine